N-(2,6-dimethyl-4-(4,4,5,5-tetramethyl-1,3,2-dioxaborolan-2-yl)benzyl)acetamide CC1=C(CNC(C)=O)C(=CC(=C1)B1OC(C(O1)(C)C)(C)C)C